(S)-2,7-diazaspiro[4.4]nonan C1NCCC12CNCC2